CC1=CC(=C2C(=CC=C(C=C12)C(C)C)C)S(=O)(=O)[O-].[Na+] sodium 1,4-dimethyl-7-isopropylazulene-3-sulfonate